FC(C(=O)O)(F)F.C1(CCCC1)N1C(C=C(C2=C1N=CN=C2)C)=O 8-cyclopentyl-5-methylpyrido[2,3-d]pyrimidin-7(8H)-one trifluoroacetate